[Si](C)(C)(C(C)(C)C)OCC1=CC=C(C=C1)CC1CCN(CC1)C=1C=CC(=NC1)N 5-[4-[[4-[[tert-butyl(dimethyl)silyl]oxymethyl]phenyl]methyl]-1-piperidyl]pyridin-2-amine